O[C@@H](C(=O)N(C)C1CCC(CC1)N1N=C2C=C(C(=CC2=C1)C(=O)NC=1C(N(C=CC1)C=1C=NN(C1)C)=O)OC)C 2-((1R,4r)-4-((R)-2-Hydroxy-N-methylpropanamido)cyclohexyl)-6-methoxy-N-(1-(1-methyl-1H-pyrazol-4-yl)-2-oxo-1,2-dihydropyridin-3-yl)-2H-indazole-5-carboxamide